(R)-(6-fluoroisochroman-1-yl)methanamine FC=1C=C2CCO[C@H](C2=CC1)CN